CN(CCOC1=CC=CC2=C1C(C=1NC3=CC(=CC=C3C1C2=O)C#N)(C)C)C 7-(2-Dimethylamino-ethoxy)-6,6-dimethyl-11-oxo-6,11-dihydro-5H-benzo[b]carbazole-3-carbonitrile